3-(5-(1-aminoisoquinolin-5-yl)-3-((2-(2-ethoxy-2-oxoethyl)phenoxy)methyl)-1H-indazol-1-yl)pyrrolidine-1-carboxylic acid ethyl ester C(C)OC(=O)N1CC(CC1)N1N=C(C2=CC(=CC=C12)C1=C2C=CN=C(C2=CC=C1)N)COC1=C(C=CC=C1)CC(=O)OCC